(3R,4R)-rel-4-(4,5-dichloro-2-hydroxyphenyl)piperidin-3-ol ClC1=CC(=C(C=C1Cl)[C@@H]1[C@H](CNCC1)O)O |o1:8,9|